Tert-butyl (4-bromo-7-fluorobenzo[b]thiophen-2-yl)carbamate BrC1=CC=C(C=2SC(=CC21)NC(OC(C)(C)C)=O)F